(2-(4-carboxyphenyl)-2-methylpropanoyl)-L-valyl-D-glutamic acid C(=O)(O)C1=CC=C(C=C1)C(C(=O)N[C@@H](C(C)C)C(=O)N[C@H](CCC(=O)O)C(=O)O)(C)C